29-triacontenic acid C(CCCCCCCCCCCCCCCCCCCCCCCCCCCC=C)(=O)O